NC([C@H](CO)NC(=O)C1=C(OC2=C1C=C(C=C2)OCC=2C(=NNC2)C(F)(F)F)C)=O (S)-N-(1-amino-3-hydroxy-1-oxopropan-2-yl)-2-methyl-5-((3-(trifluoromethyl)-1H-pyrazol-4-yl)methoxy)benzofuran-3-carboxamide